5-bromo-2-(((triisopropylsilyl)oxy)methyl)-1H-pyrrolo[3,2-b]pyridine BrC1=CC=C2C(=N1)C=C(N2)CO[Si](C(C)C)(C(C)C)C(C)C